N[S@](=NC(CC=1C(=C2COCC2=CC1C(C)C)C(C)C)=O)(=O)C1=CC=C(C=C1)C(C)(C)O (R)-N-(amino(4-(2-hydroxypropan-2-yl)phenyl)(oxo)-λ6-sulfaneylidene)-2-(4,6-diisopropyl-1,3-dihydroisobenzofuran-5-yl)acetamide